({[(2R,3S,4R,5R)-5-(6-chloro-4-{[(1S)-1-(3-fluorophenyl)ethyl]amino}-1H-pyrazolo[3,4-d]pyrimidin-1-yl)-3,4-dihydroxyoxolan-2-yl]methoxyl(hydroxy)-phosphoryl}methyl)phosphonic acid ClC1=NC(=C2C(=N1)N(N=C2)[C@H]2[C@@H]([C@@H]([C@H](O2)COP(=O)(O)CP(O)(O)=O)O)O)N[C@@H](C)C2=CC(=CC=C2)F